(R)-2-(1-((2-chloro-6-(5-((((3,3-difluoropentan-2-yl)oxy)carbonyl)amino)-1-methyl-1H-1,2,3-triazol-4-yl)pyridin-3-yl)ethynyl)cyclopropyl)acetic acid ClC1=NC(=CC=C1C#CC1(CC1)CC(=O)O)C=1N=NN(C1NC(=O)O[C@H](C)C(CC)(F)F)C